C(C)N1C(=C(C2=CC=CC=C12)C1(OC(=O)C2=CC=CN=C12)C1=C(C=C(C=C1)N(CC)CC)OCC)C 3-(1-ethyl-2-methylindole-3-yl)-3-(2-ethoxy-4-diethylaminophenyl)-4-azaphthalide